tert-butyl 1-benzyl-3-bromo-4,6-dihydropyrrolo[3,4-c]pyrazole-5(1H)-carboxylate C(C1=CC=CC=C1)N1N=C(C2=C1CN(C2)C(=O)OC(C)(C)C)Br